NC1=C(C(=CC(=C1)C(C)(C)C)N)Cl 2,6-diamino-4-tert-butylchlorobenzene